methyl-3-hydroxypropanal tert-butyl-4-(1-(2,6-dioxopiperidin-3-yl)-3-methyl-2-oxo-2,3-dihydro-1H-benzo[d]imidazol-4-yl)piperazine-1-carboxylate C(C)(C)(C)OC(=O)N1CCN(CC1)C1=CC=CC=2N(C(N(C21)C)=O)C2C(NC(CC2)=O)=O.CC(C=O)CO